α-vinyl-γ-butyrolactone C(=C)C1C(=O)OCC1